C(C)(C)OC1=C(C=CC=C1)CC(=O)[O-] 2-(2-isopropoxyphenyl)acetate